tert-butyl 4-{[(2S)-4-cyclopropyl-4-hydroxy-2-(4-(methoxycarbonyl)phenyl)piperidin-1-yl]methyl}-5-methoxy-7-methyl-1H-indole-1-carboxylate C1(CC1)C1(C[C@H](N(CC1)CC1=C2C=CN(C2=C(C=C1OC)C)C(=O)OC(C)(C)C)C1=CC=C(C=C1)C(=O)OC)O